(R)-6-(6-(difluoromethyl)imidazo[1,2-a]pyridin-3-yl)-N-(3,3-dimethylpiperidin-4-yl)pyridin-2-amine FC(C=1C=CC=2N(C1)C(=CN2)C2=CC=CC(=N2)N[C@H]2C(CNCC2)(C)C)F